2-((3-aziridine-1-ylpropionyl) methyl)-2-ethyl propane-1,3-diylbis(aziridine-1-propionate) C(CCC1N(C1)CCC(=O)[O-])C1N(C1)CCC(=O)OC(C)CC(CCN1CC1)=O